NC1=C(C(=NC2=CC=CC(=C12)OCC(C(=O)NC(C)C)(C)C)C)C(=O)O 4-Amino-5-(3-(isopropylamino)-2,2-dimethyl-3-oxopropoxy)-2-methylquinoline-3-carboxylic acid